N-((1S,2R)-1-(2-chloro-3-fluorophenyl)-1-hydroxypentan-2-yl)-7-fluoro-2-oxoindoline-4-carboxamide ClC1=C(C=CC=C1F)[C@@H]([C@@H](CCC)NC(=O)C=1C=2CC(NC2C(=CC1)F)=O)O